OC12CCC(CC1)(C2)N2CC(N(C=1C=NC(=NC21)NC2=CC=1C(=NON1)C=C2C)C)=O 8-(4-hydroxybicyclo[2.2.1]heptan-1-yl)-5-methyl-2-((6-methylbenzo[c][1,2,5]oxadiazol-5-yl)amino)-7,8-dihydropteridin-6(5H)-one